N-{[9-(3-phenylpropyl)-β-carbolin-1-yl]methyl}-9-benzyl-β-carbolin-1-amine C1(=CC=CC=C1)CCCN1C2=CC=CC=C2C=2C=CN=C(C12)CNC1=NC=CC=2C3=CC=CC=C3N(C12)CC1=CC=CC=C1